BrC1=C(C=C(OC2=C(C=C(C(=C2)C)[N+](=O)[O-])C=2C3=C(C(N(C2)C)=O)NC=C3)C=C1)F 4-(2-(4-bromo-3-fluorophenoxy)-4-methyl-5-nitrophenyl)-6-methyl-1,6-dihydro-7H-pyrrolo[2,3-C]pyridin-7-one